methyl 2-(4-ethylpiperazin-1-yl)-4-methylbenzo[d]thiazole-6-carboxylate C(C)N1CCN(CC1)C=1SC2=C(N1)C(=CC(=C2)C(=O)OC)C